ClC1=NC=CC(=C1)NC(=O)C1=C(N(C(=C1C)C(C(=O)NC1(CCOCC1)C)=O)C)C N-(2-chloropyridin-4-yl)-1,2,4-trimethyl-5-(2-((4-methyltetrahydro-2H-pyran-4-yl)amino)-2-oxoacetyl)-1H-pyrrole-3-carboxamide